N1C=NC2=C1C=CC=C2N2C[C@H](OCC2)C(C)C (R)-4-(1H-benzo[d]imidazol-4-yl)-2-iso-propylmorpholine